3-phenylpropionic acid 2-methoxyphenyl ester COC1=C(C=CC=C1)OC(CCC1=CC=CC=C1)=O